[4-(methylsulfonyl)phenyl]methanone CS(=O)(=O)C1=CC=C(C=C1)C=O